2-[2-[2-[4-[6-(dimethylamino)-2-fluoranyl-pyridin-3-yl]phenyl]imidazo[1,2-a]pyridin-6-yl] oxyethoxy]ethyl 4-methylbenzenesulfonate CC1=CC=C(C=C1)S(=O)(=O)OCCOCCOC=1C=CC=2N(C1)C=C(N2)C2=CC=C(C=C2)C=2C(=NC(=CC2)N(C)C)F